C1N(CCC2=CC=CC=C12)[C@@H]1[C@H](CN(CC1)C(=O)C1=CC(=NC=C1F)NC1C(CN(CC1)C(C)=O)(F)F)O 1-(4-((4-((3S,4S)-4-(3,4-dihydroisoquinolin-2(1H)-yl)-3-hydroxypiperidine-1-carbonyl)-5-fluoropyridin-2-yl)amino)-3,3-difluoropiperidin-1-yl)ethan-1-one